(R)-2-(1-((3-ethynylimidazo[1,2-B]pyridazin-6-yl)amino)ethyl)-4-fluorophenol C(#C)C1=CN=C2N1N=C(C=C2)N[C@H](C)C2=C(C=CC(=C2)F)O